C12(CC3CC(CC(C1)C3)C2)CCN2[C@H]3CN([C@@H](C2)C3)C3=C2C(N(C(=NC2=CC=C3)C)C3C(NC(CC3)=O)=O)=O 3-(5-((1R,4R)-5-(2-((3R,5R,7R)-adamantan-1-yl)ethyl)-2,5-diazabicyclo[2.2.1]heptane-2-yl)-2-methyl-4-oxoquinazolin-3(4H)-yl)piperidine-2,6-dione